(3aS)-2-[(3S)-Quinuclidin-3-yl]-2,3,3a,4,5,6-hexahydro-1H-benzo[de]isoquinolin-1-one monohydrochloride Cl.N12C[C@H](C(CC1)CC2)N2C(C=1C=CC=C3C1[C@@H](C2)CCC3)=O